1-(4-nitrobenzyl)pyridazin-1-ium bromide [Br-].[N+](=O)([O-])C1=CC=C(C[N+]2=NC=CC=C2)C=C1